O[C@@H](CC(=O)OCCC(C)O)C 3-hydroxybutyl (R)-3-hydroxybutanoate